2-(5-Fluoropyridin-2-yl)-6-isopropyl-3-oxo-2,3-dihydropyridazine-4-carboxylic acid methyl ester COC(=O)C=1C(N(N=C(C1)C(C)C)C1=NC=C(C=C1)F)=O